ClC=1C=C(C=NC1C)N1N=C(C=C1)OC1=CC(=C(C=C1)NC1=NC=NC2=CC(=C(C=C12)NC1CCN(CC1)C(C=C)=O)OC)F 1-(4-((4-((4-((1-(5-chloro-6-methylpyridin-3-yl)-1H-pyrazol-3-yl)oxy)-2-fluorophenyl)amino)-7-methoxyquinazolin-6-yl)amino)piperidin-1-yl)prop-2-en-1-one